4-(3-hydroxypropyl)piperidin OCCCC1CCNCC1